ClC1=CC=C2C(=C1)NC(C21N(C(C=2N=C(N(C21)C(C)C)C=2C=NC(=CC2OC)OC(C)C)=O)C2=CC(=CC=C2)Cl)=O 6-chloro-5'-(3-chlorophenyl)-2'-(6-isopropoxy-4-methoxypyridin-3-yl)-3'-isopropyl-3'H-spiro[indoline-3,4'-pyrrolo[3,4-d]imidazole]-2,6'(5'H)-dione